CC1(CC(=NO1)S(=O)(=O)C)C 4,5-dihydro-5,5-dimethyl-3-(methylsulfonyl)isoxazole